N-[3-chloro-4-[4-[2-(dimethylamino)acetyl]piperazine-1-carbonyl]phenyl]-5-[4-(3,5-dimethyl-1H-pyrazol-4-yl)phenyl]-1-methyl-imidazole-2-carboxamide ClC=1C=C(C=CC1C(=O)N1CCN(CC1)C(CN(C)C)=O)NC(=O)C=1N(C(=CN1)C1=CC=C(C=C1)C=1C(=NNC1C)C)C